ClC1=CC(=C2C(=N1)NC=C2)N2CC1=C(N=CN=C1N1CC(C1)(C)O)C[C@H]2C 1-[(7R)-6-{6-chloro-1H-pyrrolo[2,3-b]pyridin-4-yl}-7-methyl-5H,6H,7H,8H-pyrido[4,3-d]pyrimidin-4-yl]-3-hydroxy-3-methylazetidine